(3-isopropylimidazol-4-yl)sulfinyloxylithium C(C)(C)N1C=NC=C1S(=O)O[Li]